C(C)(C)(C)OC(=O)N[C@H]1[C@H](CC[C@H](C1)N(C)C(C)C)N1C([C@H](CC1)NC(OCC1=CC=CC=C1)=O)=O Benzyl ((S)-1-((1S,2R,4R)-2-((tert-butoxycarbonyl)amino)-4-(isopropyl(methyl)amino)cyclohexyl)-2-oxopyrrolidin-3-yl)carbamate